ClC=1C=C(C=C(C1F)Cl)C1=C(C=CC=C1)[N+](=O)[O-] 3,5-dichloro-4-fluoro-2'-nitrobiphenyl